[N+](=O)([O-])C1=C(C=C(C=C1)N(CCN(C1=CC(=C(C=C1)[N+](=O)[O-])C)C)C)C N,N'-di(4-nitro-3-methylphenyl)-dimethylethylenediamine